C(#N)[C@H]1N(CSC1)C(CNC(=O)C1=CC=NC2=CC=C(C=C12)N1C(C(C1)(F)F)C)=O N-(2-((R)-4-Cyanothiazolidin-3-yl)-2-oxoethyl)-6-(3,3-difluoro-2-methylazetidin-1-yl)quinoline-4-carboxamide